4-(methylamino)-5-(5-(piperidin-4-yl)-1,3,4-thiadiazol-2-yl)pyridine CNC1=CC=NC=C1C=1SC(=NN1)C1CCNCC1